FC1=C(C(=O)N([C@H]2CNCCC2)C2=NC=CC3=C2C=C(S3)C#CCCCO)C=CC(=C1)C=1C=NN3C1CCCC3 (R)-2-fluoro-N-(2-(5-hydroxypent-1-yn-1-yl)thieno[3,2-c]pyridin-4-yl)-N-(piperidin-3-yl)-4-(4,5,6,7-tetrahydropyrazolo[1,5-a]pyridin-3-yl)benzamide